N1(C=NC=C1)CCOC=1C=C(C=O)C=CC1 3-(2-(1H-imidazol-1-yl)ethoxy)benzaldehyde